ClC1=C2C=C(N(C2=CC(=C1Cl)OC)C)C(=O)NC1(COCC1)C1=CC=C(C=C1)C(C(=O)O)CCC (±)-2-{4-[3-(4,5-dichloro-6-methoxy-1-methyl-1H-indole-2-amido)oxolan-3-yl]phenyl}pentanoic acid